benzyl N-[2-[[1-(2,6-dioxo-3-piperidyl)-3-methyl-2-oxo-benzimidazol-4-yl]methyl] spiro[3.5]nonan-7-yl]-N-methyl-carbamate O=C1NC(CCC1N1C(N(C2=C1C=CC=C2CC2CC1(C2)CCC(CC1)N(C(OCC1=CC=CC=C1)=O)C)C)=O)=O